OCCN1CCN(CC1)CCNC=C1C(CC(CC1=O)C1=CC(=CC=C1)OCCOCCOC)=O 2-(((2-(4-(2-hydroxyethyl)piperazin-1-yl)ethyl)amino)methylene)-5-(3-(2-(2-methoxyethoxy)ethoxy)phenyl)cyclohexane-1,3-dione